3-methyl-1-(oxetan-3-yl)-4-(4,4,5,5-tetramethyl-1,3,2-dioxaborolan-2-yl)-1H-pyrazole CC1=NN(C=C1B1OC(C(O1)(C)C)(C)C)C1COC1